ClCC=1OC2=CC=CC=C2C(C1)=O 2-(chloromethyl)-4H-chromen-4-one